Cl.N1C[C@@H](CC1)C(=O)OC(C)(C)C tert-butyl (R)-pyrrolidine-3-carboxylate hydrochloride